C(O)(O)=O.[N+](=O)([O-])C1(CC=C(NC2=CC=CC=C2)C=C1)C p-Nitrophenyl-p-toluidine Carbonate